C(C)C1=CC(=NC(=N1)S(=O)(=O)C)N1CC=2C(=NC=CC2C1=O)C1=C(C=CC=C1OC)F 2-(6-Ethyl-2-(methylsulfonyl)pyrimidin-4-yl)-4-(2-fluoro-6-methoxyphenyl)-2,3-dihydro-1H-pyrrolo[3,4-c]pyridin-1-one